2,4-dimethyl-1,3-dioxolan CC1OCC(O1)C